4,4'-[1,2-Ethanediylbis(oxymethylene)]bis[1,3-dioxolan-2-one] C(COCC1OC(OC1)=O)OCC1OC(OC1)=O